COC(=O)C=1C=C2NC(C=3N(C2=CC1)C=CC3)=O.CS(=O)(=O)C=C3CNC3 3-(methylsulfonylmethylene)azetidine methyl-4-oxo-4,5-dihydropyrrolo[1,2-a]quinoxaline-7-carboxylate